8-iodo-4-oxo-4H-pyrido[1,2-a]pyrimidine-3-carboxamide IC1=CC=2N(C(C(=CN2)C(=O)N)=O)C=C1